6-[3-(6-methyl-2-pyridyl)-1H-pyrazol-4-yl]-N-(3-morpholinopropyl)-1,5-naphthyridine-4-carboxamide CC1=CC=CC(=N1)C1=NNC=C1C=1N=C2C(=CC=NC2=CC1)C(=O)NCCCN1CCOCC1